C(C)(=O)N(CC1CCC1)CC=1C=CC=2N(C1)C=C(N2)CNC(=O)C=2N=C1N(C(C2)=O)C=CC=C1 N-[[6-[[acetyl(cyclobutylmethyl)amino]methyl]imidazo[1,2-a]pyridin-2-yl]methyl]-4-oxo-pyrido[1,2-a]pyrimidine-2-carboxamide